5-(1'-cyclopropyl-[1,4'-bipiperidin]-4-yl)-7-fluoro-1-methyl-2-(4-(methylsulfonyl)phenyl)-1H-benzo[d]imidazole C1(CC1)N1CCC(CC1)N1CCC(CC1)C1=CC2=C(N(C(=N2)C2=CC=C(C=C2)S(=O)(=O)C)C)C(=C1)F